Cl.C1(=CC=CC=C1)[C@H]1[C@@H](C1)N trans-2-Phenylcyclopropylamine hydrochloride